formyltyrosine TFA Salt OC(=O)C(F)(F)F.C(=O)N[C@@H](CC1=CC=C(C=C1)O)C(=O)O